CN1C(=NC=C1)N1CCC(CC1)C#N 1-(1-methyl-1H-imidazol-2-yl)piperidine-4-carbonitrile